2-((2-methoxy-4-(9-methyl-3,9-diazaspiro[5.5]undec-3-yl)-5-nitrophenyl)amino)-4-(1-methyl-1H-indol-3-yl)pyrimidine-5-carboxylic acid isopropyl ester C(C)(C)OC(=O)C=1C(=NC(=NC1)NC1=C(C=C(C(=C1)[N+](=O)[O-])N1CCC2(CC1)CCN(CC2)C)OC)C2=CN(C1=CC=CC=C21)C